BrC1=CC=C(C=C1)C(C(=C)B1OC(C(O1)(C)C)(C)C)P(C1=CC(=CC(=C1)C)C)(C1=CC(=CC(=C1)C)C)=O (1-(4-bromophenyl)-2-(4,4,5,5-tetramethyl-1,3,2-dioxaborolan-2-yl)allyl)bis(3,5-dimethylphenyl)phosphine oxide